N-(3-chloro-4-((3-fluorobenzyl)oxy)phenyl)-7-((3-methyltetrahydrofuran-3-yl)ethynyl)-6-nitroquinazolin-4-amine ClC=1C=C(C=CC1OCC1=CC(=CC=C1)F)NC1=NC=NC2=CC(=C(C=C12)[N+](=O)[O-])C#CC1(COCC1)C